C(C)OC=1C2=C(N=C(N1)NC1CCCCC1)NC=C2C2=NC=1N(C=C2)N=CC1 4-((4-ethoxy-5-(pyrazolo[1,5-a]pyrimidin-5-yl)-7H-pyrrolo[2,3-d]pyrimidin-2-yl)amino)cyclohexan